N-benzyl-2-chlorofuro[3,2-d]pyrimidin-4-amine C(C1=CC=CC=C1)NC=1C2=C(N=C(N1)Cl)C=CO2